OC1=CC=C(C=C2C(N(C(S2)=NN=C2C(NC3=CC=C(C=C23)C)=O)C2=CC=C(C=C2)CCCC)=O)C=C1 3-(2-(5-(4-hydroxybenzylidene)-3-(4-n-butylphenyl)-4-oxothiazolidine-2-ylidene)hydrazono)-5-methyl-1H-indol-2-one